C(C(C)C)OC1=C(C=C(C=C1)C)B(O)O 2-ISOBUTOXY-5-METHYLPHENYLBORONIC ACID